C(C)(C)OC1=C(C#N)C=C(C=C1)C1=NC=C(C=N1)C1=NC=CC=C1 2-isopropoxy-5-(5-(pyridin-2-yl)pyrimidin-2-yl)benzonitrile